C(C)S(=O)(=O)C1=C(N=C2N1C=CC(=C2)C)N2CC1=NC=C(C=C1C2=O)C(F)(F)F 6-(3-ethylsulfonyl-7-methyl-imidazo[1,2-a]pyridin-2-yl)-3-(trifluoromethyl)-7H-pyrrolo[3,4-b]pyridin-5-one